N-(1-(1H-Imidazol-1-yl)-2-methylprop-1-en-1-yl)-4-chloroaniline N1(C=NC=C1)C(=C(C)C)NC1=CC=C(C=C1)Cl